O1C(=NC=C1)C=1C=NN(C1)CC 2-(4-(oxazol-2-yl)-1H-pyrazol-1-yl)ethane